[(1R,5S,6r)-6-(5,5-dimethyl-4,5-dihydro-1,2-oxazol-3-yl)-3-azabicyclo[3.1.0]hex-3-yl][1-(1-methylcyclobutyl)-1H-imidazol-4-yl]methanone CC1(CC(=NO1)C1[C@H]2CN(C[C@@H]12)C(=O)C=1N=CN(C1)C1(CCC1)C)C